2-(difluoromethyl)-6-[6-(3-{[(2S)-1-(1H-tetrazol-1-yl)propan-2-yl]oxy}phenyl)imidazo[1,2-b]pyridazin-3-yl]benzonitrile FC(C1=C(C#N)C(=CC=C1)C1=CN=C2N1N=C(C=C2)C2=CC(=CC=C2)O[C@H](CN2N=NN=C2)C)F